C(CCCCCCCCCC)N1C=[N+](C=C1)CCCCCCCCCCC 1,3-diundecylimidazolium